4-(tert-butyl)-N-(3-fluoro-4-(6-isopropoxypyridin-3-yl)-5-(2H-tetrazol-5-yl)phenyl)piperidine C(C)(C)(C)C1CCN(CC1)C1=CC(=C(C(=C1)C=1N=NNN1)C=1C=NC(=CC1)OC(C)C)F